α-chloro-2,6-dichlorostyrene ClC(=C)C1=C(C=CC=C1Cl)Cl